3-(7-(7-(4-(dimethylcarbamoyl)-3-methylphenyl)-5-tosyl-5H-pyrrolo[2,3-b]pyrazin-2-yl)-5-methyl-3,4-dihydroisoquinolin-2(1H)-yl)propanoic acid CN(C(=O)C1=C(C=C(C=C1)C1=CN(C2=NC=C(N=C21)C2=CC(=C1CCN(CC1=C2)CCC(=O)O)C)S(=O)(=O)C2=CC=C(C)C=C2)C)C